tert-butyl N-cyclobutyl-N-{1-[8-(6-methoxypyridazin-4-yl)-6H-isochromeno[3,4-b]pyridin-3-yl]pyrrolidin-3-yl}carbamate C1(CCC1)N(C(OC(C)(C)C)=O)C1CN(CC1)C1=CC=C2C(=N1)OCC=1C=C(C=CC12)C1=CN=NC(=C1)OC